(((9H-fluoren-9-yl)methoxy)carbonyl)glycine C1=CC=CC=2C3=CC=CC=C3C(C12)COC(=O)NCC(=O)O